[Ru](Cl)Cl.C1(=CC=CC=C1)C1=CC(C2=CC=CC=C12)(P(C1CCCCC1)(C1CCCCC1)C1CCCCC1)P(C1CCCCC1)(C1CCCCC1)C1CCCCC1 (3-phenyl-1H-inden-1-ylidene)bis(tricyclohexylphosphine) ruthenium (II) dichloride